NC1=NC=CC(=C1Cl)SC=1SC2=C(N1)SC(=N2)N2CCC1(CC2)[C@@H](C2=CC=CC=C2C1)N (S)-1'-(5-((2-amino-3-chloropyridin-4-yl)thio)thiazolo[5,4-d]thiazol-2-yl)-1,3-dihydrospiro[inden-2,4'-piperidin]-1-amine